(6-bromo-3-(2-chloro-5-fluorophenyl)-1-oxoisoindolin-4-yl)-3-fluoro-5-(trifluoromethyl)benzamide BrC1=CC(=C2C(NC(C2=C1)=O)C1=C(C=CC(=C1)F)Cl)C1=C(C(=O)N)C=C(C=C1F)C(F)(F)F